3-[[4-[(E)-3-(2,3-Dihydro-1,4-benzodioxin-6-yl)prop-2-enoyl]phenyl]sulfonylamino]propanoic acid O1CCOC2=C1C=CC(=C2)/C=C/C(=O)C2=CC=C(C=C2)S(=O)(=O)NCCC(=O)O